C(C)(C)(C)N(C(O)=O)CCOCCOCCOCCOCCOCCO.CNC1=CC=C(C=C1)F N-methyl-4-fluoroaniline tert-butyl-(17-hydroxy-3,6,9,12,15-pentaoxaheptadecyl)carbamate